3-Tert-butyl-5-bromosalicylaldehyde C(C)(C)(C)C1=C(C(C=O)=CC(=C1)Br)O